C(C1=CC=CC=C1)S(=O)(=O)O (R)-toluenesulfonic acid